(4-(6-bromopyrrolo[2,1-f][1,2,4]triazin-4-yl)-2-chloro-5-fluorophenyl)methanamine BrC=1C=C2C(=NC=NN2C1)C1=CC(=C(C=C1F)CN)Cl